methyl (Z)-N6-(tert-butoxycarbonyl)-N2-(3-((4-((2-(diethylamino) ethyl) carbamoyl)-3,5-dimethyl-1H-pyrrol-2-yl) methylene)-5-fluoro-2-oxoindoline-1-carbonyl)-L-lysinate C(C)(C)(C)OC(=O)NCCCC[C@H](NC(=O)N1C(\C(\C2=CC(=CC=C12)F)=C/C=1NC(=C(C1C)C(NCCN(CC)CC)=O)C)=O)C(=O)OC